C1(CC1)NC(CN1C(NC2=NC=C(C=C21)C2=C(C=CC(=C2)F)OCC)=O)=O N-cyclopropyl-2-[6-(2-ethoxy-5-fluoro-phenyl)-2-oxo-3H-imidazo[4,5-b]pyridin-1-yl]acetamide